N,N-dimethyl-1-(1-(4-morpholino-2-(3-(m-tolyl)-1H-pyrazol-1-yl)thieno[3,2-d]pyrimidin-6-yl)ethyl)piperidin-4-amine CN(C1CCN(CC1)C(C)C1=CC=2N=C(N=C(C2S1)N1CCOCC1)N1N=C(C=C1)C=1C=C(C=CC1)C)C